ClC1=NC=C(C(=N1)C1=CC(=C2CN(C(C2=C1)=O)[C@@H](C(=O)N[C@H](C)C1=CC(=CC=C1)OC)CO)F)Cl (2R)-2-[6-(2,5-dichloropyrimidin-4-yl)-4-fluoro-1-oxo-2,3-dihydro-1H-isoindol-2-yl]-3-hydroxy-N-[(1R)-1-(3-methoxyphenyl)ethyl]propanamide